ClC=1C=NN(C1)C1=C(C(=NN(C1=O)C1=C(C=C(\C=N\O)C=C1C)C)CC)O (E)-4-[5-(4-chloro-1H-pyrazol-1-yl)-3-ethyl-4-hydroxy-6-oxopyridazin-1(6H)-yl]-3,5-dimethylbenzaldoxime